1-(4-(4-hydroxyphenylethoxy)phenethyl)-1H-benzo[d]imidazole hydrochloride Cl.OC1=CC=C(C=C1)CCOC1=CC=C(CCN2C=NC3=C2C=CC=C3)C=C1